N1C(=NC2=C1C=CC=C2)C2=CC=CC(=N2)ON2C1CN(C(C2)C1)C(=O)C1=NC(=NC=C1)N1CCOCC1 (5-(6-(1H-benzo[d]imidazol-2-yl)pyridinyloxy)-2,5-diazabicyclo[2.2.1]hept-2-yl)(2-morpholinopyrimidin-4-yl)methanone